C1(CC1)N(C=1N=CC=C(C(=O)N(C)C)C1)C 6-(cyclopropyl-(methyl)amino)-N,N-dimethylisonicotinamide